NC1=NC=2C=C(C(=CC2C2=C1C=NN2C)C(=O)N([C@@H]2COC1=C2C=CC(=C1)C#CC1=CC=C2C=NN(C2=C1)C)C)F (S)-4-amino-7-fluoro-N,1-dimethyl-N-(6-((1-methyl-1H-indazol-6-yl)ethynyl)-2,3-dihydrobenzofuran-3-yl)-1H-pyrazolo[4,3-c]quinoline-8-carboxamide